4-((2-Amino-9-((2R,3R,5S)-3-hydroxy-5-(hydroxymethyl)tetrahydrofuran-2-yl)-8-oxo-8,9-dihydro-7H-purin-7-yl)methyl)benzaldehyd NC1=NC=C2N(C(N(C2=N1)[C@@H]1O[C@@H](C[C@H]1O)CO)=O)CC1=CC=C(C=O)C=C1